2-(methylsulfinyl)-5-(2-phenylthiazol-4-yl)-1,3,4-oxadiazole CS(=O)C=1OC(=NN1)C=1N=C(SC1)C1=CC=CC=C1